BrCC(=O)C=1C(=NN(C1)CC1=CC=C(C=C1)OC)OC 2-bromo-1-(3-methoxy-1-(4-methoxybenzyl)-1H-pyrazol-4-yl)ethan-1-one